BrC1=NC=NC(=C1)C(C)(C)C 4-bromo-6-(tert-butyl)pyrimidine